tert-butyl (S)-5-(4-(1-(2-(bis(propan-2-yl-d7)carbamoyl)-4-fluorophenyl)-2-methyl-1H-pyrrolo[2,3-c]pyridine-3-carbonyl)piperidine-1-carbonyl)-2,2-dimethylpyrrolidine-1-carboxylate C(C(C([2H])([2H])[2H])([2H])N(C(=O)C1=C(C=CC(=C1)F)N1C(=C(C=2C1=CN=CC2)C(=O)C2CCN(CC2)C(=O)[C@@H]2CCC(N2C(=O)OC(C)(C)C)(C)C)C)C(C([2H])([2H])[2H])(C([2H])([2H])[2H])[2H])([2H])([2H])[2H]